ClC=1C=C2C(=C(NC2=CC1)C(=O)NCCCCNS(=O)(=O)C1=CC=C(C=C1)[N+](=O)[O-])S(=O)(=O)C1=CC(=CC(=C1)C)C 5-chloro-3-((3,5-dimethylphenyl)sulfonyl)-N-(4-((4-nitrophenyl)sulfonamido)butyl)-1H-indole-2-carboxamide